4-morpholinocyclohexan-1-ol O1CCN(CC1)C1CCC(CC1)O